C(C1=CC=CC=C1)OC(=O)N1CCC(=CC1)C1=NC=CN=C1 4-(pyrazin-2-yl)-3,6-dihydropyridine-1(2H)-carboxylic acid benzyl ester